C=C(CCCC)CCC(CCCC)C 5-methylene-8-methyl-dodecane